CC(COC=1C=C(NC=2C3=C(N=CN2)C=CC(=N3)N3CC2(CCN2C(=O)OC(C)(C)C)C3)C=CC1)(C)C tert-butyl 6-[4-[3-(2,2-dimethylpropoxy)anilino]pyrido[3,2-d]pyrimidin-6-yl]-1,6-diazaspiro[3.3]heptane-1-carboxylate